1,1-bis(3-propyl-4-hydroxyphenyl)undecane C(CC)C=1C=C(C=CC1O)C(CCCCCCCCCC)C1=CC(=C(C=C1)O)CCC